ClC=1C=C2C(C(=CN(C2=CC1N1[C@H](CCC1)COC1=NC=CC=C1Cl)CC=1C=NN(C1)C)C(=O)O)=O (R)-6-chloro-7-(2-(((3-chloropyridin-2-yl)oxy)methyl)pyrrolidin-1-yl)-1-((1-methyl-1H-pyrazol-4-yl)methyl)-4-oxo-1,4-dihydroquinoline-3-carboxylic acid